(R)-2-(2-(4-bromo-1H-pyrazol-1-yl)ethoxy)propan-1-ol BrC=1C=NN(C1)CCO[C@@H](CO)C